(4-isopropyl-4H-1,2,4-triazole-3-yl)pyridin-2-amine C(C)(C)N1C(=NN=C1)C=1C(=NC=CC1)N